N-[3-(1H-benzimidazol-2-yl)phenyl]-N'-(2,3-dihydro-1,4-benzodioxin-6-ylcarbonyl)thiourea N1C(=NC2=C1C=CC=C2)C=2C=C(C=CC2)NC(=S)NC(=O)C2=CC1=C(OCCO1)C=C2